(2S)-2-[4-bromo-2-(1,1-difluoropropyl)phenoxy]-N-(cyclopropanesulfonyl)propenamide BrC1=CC(=C(OC(C(=O)NS(=O)(=O)C2CC2)=C)C=C1)C(CC)(F)F